C(#N)C1CN(CC1)C1=NC(=CC2=C1N=C(N=C2)N[C@H]2[C@H](COC2)NC(C=C)=O)C2=C(C(=CC(=C2Cl)OC)OC)Cl N-((3R,4S)-4-((8-(3-cyanopyrrolidin-1-yl)-6-(2,6-dichloro-3,5-dimethoxyphenyl)pyrido[3,4-d]pyrimidin-2-yl)amino)tetrahydrofuran-3-yl)acrylamide